N1=CC(=CC=C1)CNC(NC1=CC=C(C=C1)S(=O)(=O)C=1C=NC2=CC=CC=C2C1)=O 3-(pyridin-3-ylmethyl)-1-[4-(quinoline-3-sulfonyl)phenyl]urea